FC12CC(C1)(C2)CNCC=2C=CC=1N(C2)C=C(N1)CN1N=NC(=C1)C=1C(=NC=C(C1)OC)C#N 3-{1-[(6-{[({3-fluorobicyclo[1.1.1]pentan-1-yl}methyl)amino]methyl}imidazo[1,2-a]pyridin-2-yl)methyl]-1H-1,2,3-triazol-4-yl}-5-methoxypyridine-2-carbonitrile